COC1=C(C(=C(C(=C1O)CC1=CC=CC=C1)O)CCC)OC dimethoxybenzyl-4-propyl-resorcinol